CC1=CC=C(C=C1)C1C(CC=2OC3=C(C21)C=CC=C3)(C(=O)[O-])C(=O)[O-] 1-(4-methylphenyl)-1,3-dihydro-2H-cyclopenta[b]benzofuran-2,2-dicarboxylate